6-{methyl[(3S)-piperidin-3-yl]amino[1,3]thiazolo[4,5-c]pyridazin-3-yl}-5-(1H-pyrazol-4-yl)phenol CC=1SC2=C(N=NC(=C2N[C@@H]2CNCCC2)C2=C(C=CC=C2O)C=2C=NNC2)N1